2-(4-(4-((S)-2-(3-Chloro-4-cyanophenyl)-3-methyl-2,8-diazaspiro[4.5]decan-8-yl)benzoyl)piperazin-1-yl)-N-(3-(((S)-2,6-dioxopiperidin-3-yl)amino)phenyl)acetamide ClC=1C=C(C=CC1C#N)N1CC2(C[C@@H]1C)CCN(CC2)C2=CC=C(C(=O)N1CCN(CC1)CC(=O)NC1=CC(=CC=C1)N[C@@H]1C(NC(CC1)=O)=O)C=C2